NAPHTHOPYRANE C1=CCOC2=C1C1=CC=CC=C1C=C2